N=1N=CC2=NC(C=CC21)=O pyrazolo[4,3-b]pyridin-5-one